phenyl ((1S,4S)-4-methoxycyclohexyl)carbamate COC1CCC(CC1)NC(OC1=CC=CC=C1)=O